The molecule is an androstanoid that is testosterone substituted by a alpha-hydroxy group at position 7. A natural product found in Daphnia magna exposed to the biocide tributyltin It has a role as a Daphnia magna metabolite, a mouse metabolite and an androgen. It is a 3-oxo-Delta(4) steroid, a 7alpha-hydroxy steroid, a 17beta-hydroxy steroid and an androstanoid. It derives from a testosterone. C[C@]12CC[C@H]3[C@H]([C@@H]1CC[C@@H]2O)[C@@H](CC4=CC(=O)CC[C@]34C)O